N-((1s,3s)-3-((5-(1,3,4-oxadiazol-2-yl)-1H-pyrrolo[2,3-b]pyridin-4-yl)amino)cyclobutyl)propane-1-sulfonamide O1C(=NN=C1)C=1C(=C2C(=NC1)NC=C2)NC2CC(C2)NS(=O)(=O)CCC